bis-(5-hydroxymethyl furfuryl) ether OCC1=CC=C(COCC2=CC=C(O2)CO)O1